5-chloro-1'-[2-({2-methyl-1-[(cis)-3-hydroxy-3-methylcyclobutyl]-7-(trifluoromethyl)-1H-1,3-benzodiazol-5-yl}oxy)ethyl]-1,2-dihydrospiro[indole-3,4'-piperidin]-2-one ClC=1C=C2C(=CC1)NC(C21CCN(CC1)CCOC1=CC2=C(N(C(=N2)C)C2CC(C2)(C)O)C(=C1)C(F)(F)F)=O